1-((1R,4R)-2-propionyl-2-azabicyclo[2.2.1]heptan-7-yl)-3-(4-(trifluoromethoxy)phenyl)urea C(CC)(=O)N1[C@@H]2CC[C@H](C1)C2NC(=O)NC2=CC=C(C=C2)OC(F)(F)F